4,8-bis[5-(2-ethylhexyl)thiophene-2-yl]-2,6-bis(trimethylstannyl)benzo[1,2-b:4,5-b']dithiophene C(C)C(CC1=CC=C(S1)C1=C2C(SC(=C2)[Sn](C)(C)C)=C(C2=C1SC(=C2)[Sn](C)(C)C)C=2SC(=CC2)CC(CCCC)CC)CCCC